N-((3-((5-((3S,4S)-4-amino-3-methyl-2-oxa-8-aza-spiro[4.5]decan-8-yl)pyrazin-2-yl)thio)-2-chlorophenyl)carbamoyl)cyclopropanesulfonamide N[C@@H]1[C@@H](OCC12CCN(CC2)C=2N=CC(=NC2)SC=2C(=C(C=CC2)NC(=O)NS(=O)(=O)C2CC2)Cl)C